isoxazole-4-carboxylic acid tert-butyl ester C(C)(C)(C)OC(=O)C=1C=NOC1